N-[1-(pyridin-2-yl)-3-([[4-(pyridin-2-yl)cyclohexyl]oxy]methyl)piperidin-4-yl]methanesulfonamide N1=C(C=CC=C1)N1CC(C(CC1)NS(=O)(=O)C)COC1CCC(CC1)C1=NC=CC=C1